C1(=CC=C(C=C1)[C@]1(S)[C@H](OC(C)=O)[C@@H](OC(C)=O)[C@@H](OC(C)=O)[C@H](O1)COC(C)=O)C p-tolyl-2,3,4,6-tetra-O-acetyl-1-thio-β-D-galactopyranose